C1(=CC=C(C=C1)C(CC=1C=C(N)C=CC1)C)C(CC=1C=C(N)C=CC1)C 3,3'-(1,4-phenylenebis(1-methylethylene))bisaniline